COC=1C=C(C=CC1OC)C=1NC2=CC=C(C=C2C1C(C)C)C1CN(CCC1)CC(=O)N(C)C 2-(3-(2-(3,4-Dimethoxyphenyl)-3-isopropyl-1H-indol-5-yl)piperidin-1-yl)-N,N-dimethylacetamid